(E)-(3-Chloropropan-1-en-1-yl)boronic acid ClC/C=C/B(O)O